C(C)(C)(C)OC(N(C)[C@@H]1COC(C=2N=C(C=3C=C(C(=CC3C21)F)F)OC)O)=O ((1S)-8,9-difluoro-4-hydroxy-6-methoxy-1,4-dihydro-2H-pyrano[3,4-c]isoquinolin-1-yl)(methyl)carbamic acid tert-butyl ester